N=C1NC(=NC=C1)C imino-2-methyl-pyrimidine